Ethyl 2-(4-tert-butyl-1H-imidazol-1-yl)-3-fluoro-5-[({1-[2-fluoro-4-(trifluoromethyl) phenyl]cyclopropyl}carbonyl) amino]benzoate C(C)(C)(C)C=1N=CN(C1)C1=C(C(=O)OCC)C=C(C=C1F)NC(=O)C1(CC1)C1=C(C=C(C=C1)C(F)(F)F)F